(7-((6,7-Dihydro-5H-cyclopenta[b]pyridin-2-yl)oxy)-2-azaspiro[3.5]nonan-2-yl)((1s,3s)-3-hydroxy-3-methylcyclobutyl)methanone N1=C2C(=CC=C1OC1CCC3(CN(C3)C(=O)C3CC(C3)(C)O)CC1)CCC2